trimethyl-methyl-sulfonium sulfate S(=O)(=O)([O-])[O-].CC([SH2+])(C)C.CC(C)(C)[SH2+]